(2,3-dimethylbutyl)alumoxane 4-Bromofuran-2-carboxylate BrC=1C=C(OC1)C(=O)O.CC(C[Al]1OCCCC1)C(C)C